N-[4-(2-hydroxypropan-2-yl)phenyl]-3-oxo-2-[2-(2,2,2-trifluoroethoxy)phenyl]-2,3-dihydropyridazine-4-carboxamide OC(C)(C)C1=CC=C(C=C1)NC(=O)C=1C(N(N=CC1)C1=C(C=CC=C1)OCC(F)(F)F)=O